COC1=CC=2N(C=C1)C(=CN2)C(=O)NC2=C(C=CC(=C2)C2=NOC(=N2)CC2OCCCC2)C 7-methoxy-N-(2-methyl-5-(5-((tetrahydro-2H-pyran-2-yl)methyl)-1,2,4-oxadiazol-3-yl)phenyl)imidazo[1,2-a]pyridine-3-carboxamide